C(C)(=O)[O-].[Pd+2].Cl.N=1C=CN2C1C=C(C=C2)C2=CC=C(OC1CCN(CC1)C(=O)OC(C)(C)C)C=C2.C(C)(=O)[O-] tert-Butyl 4-(4-imidazo[1,2-a]pyridin-7-ylphenoxy)piperidine-1-carboxylate HCl Palladium acetate